3-((4-chloro-1-methyl-2-oxo-1,2-dihydropyridin-3-yl)methyl)-2-((6-methoxypyridin-3-yl)methyl)isoindolin-1-one ClC1=C(C(N(C=C1)C)=O)CC1N(C(C2=CC=CC=C12)=O)CC=1C=NC(=CC1)OC